N3,N3,N11,N11,5,9-hexaphenyl-5,9-diaza-13b-boranaphtho[3,2,1-de]anthracene-3,11-diamine C1(=CC=CC=C1)N(C1=CC=2N(C=3C=CC=C4N(C=5C=C(C=CC5B(C34)C2C=C1)N(C1=CC=CC=C1)C1=CC=CC=C1)C1=CC=CC=C1)C1=CC=CC=C1)C1=CC=CC=C1